O=C1C(O)=C(O)[C@H](O1)[C@@H](O)CO.[Zn] zinc L-ascorbic acid